rac-(3aR,5R,7S,7aR)-5-(2,6-diethylphenyl)-1,3,3,5,7-pentaethyloctahydrobenzo[c]isoxazole C(C)C1=C(C(=CC=C1)CC)[C@]1(C[C@@H]2[C@H](N(OC2(CC)CC)CC)[C@H](C1)CC)CC |r|